C(#N)/C(/C(=O)NC1=NC=C(C=N1)S(NCCOC)(=O)=O)=C(\C=1C=NOC1C)/O (Z)-2-cyano-3-hydroxy-N-(5-(N-(2-methoxyethyl)sulfamoyl)pyrimidin-2-yl)-3-(5-methylisoxazol-4-yl)acrylamide